C(C)C1=NN(C2=NC(=NC(=C12)NCC1=CC=C(C=C1)F)C1=CC=C(C=C1)C(=O)N1CCNCC1)C [p-(3-ethyl-4-{[(p-fluorophenyl)methyl]amino}-1-methyl-1H-1,2,5,7-tetraazainden-6-yl)phenyl](1-piperazinyl)methanone